FC1=C(C=CC=C1)C(=O)N1C2CN(C(C1)C2)C=2SC(=CN2)C2=NOC(=N2)C(F)(F)F (2-Fluorophenyl)(5-(5-(5-(trifluoromethyl)-1,2,4-oxadiazol-3-yl)thiazol-2-yl)-2,5-diazabicyclo[2.2.1]heptan-2-yl)methanone